(2S)-4-[2-[[4-[[3-(2,3-difluoro-4-methoxyphenyl)imidazo[1,2-a]pyrazin-8-yl]amino]-2-methylbenzoyl]amino]ethylcarbamoyl]piperazine-2-carboxylic acid FC1=C(C=CC(=C1F)OC)C1=CN=C2N1C=CN=C2NC2=CC(=C(C(=O)NCCNC(=O)N1C[C@H](NCC1)C(=O)O)C=C2)C